N-(3-(3-(9H-purin-6-yl)pyridin-2-ylamino)-4-methylphenyl)-5-(oxetan-3-yloxy)-4-(trifluoromethyl)picolinamide N1=CN=C2NC=NC2=C1C=1C(=NC=CC1)NC=1C=C(C=CC1C)NC(C1=NC=C(C(=C1)C(F)(F)F)OC1COC1)=O